3-methyl-1,2,3,4,5,6-hexahydrobenzo[d]azepin-8-amine CN1CCC=2C(CC1)CC=C(C2)N